[Li].[Ni].[Co].[Al] aluminium-cobalt-nickel-lithium